(R)-N-((3,5-DIFLUORO-4-(((S)-1-(3-FLUOROAZETIDIN-1-YL)-5-(4-FLUOROPHENYL)PENTAN-3-YL)AMINO)PHENYL)SULFONYL)-2-METHYLTETRAHYDRO-2H-PYRAN-2-CARBOXAMIDE FC=1C=C(C=C(C1N[C@H](CCN1CC(C1)F)CCC1=CC=C(C=C1)F)F)S(=O)(=O)NC(=O)[C@@]1(OCCCC1)C